tert-butyl (2S,4S)-4-(7-bromo-4-(3-(dimethylamino)-3-methylazetidin-1-yl)-6-fluoro-8-(trifluoromethyl)-1H-[1,2,3]triazolo[4,5-c]quinolin-1-yl)-2-(cyanomethyl)piperidine-1-carboxylate BrC=1C(=CC=2C3=C(C(=NC2C1F)N1CC(C1)(C)N(C)C)N=NN3[C@@H]3C[C@H](N(CC3)C(=O)OC(C)(C)C)CC#N)C(F)(F)F